COC(C(C=C)NC(=O)OCC1=CC=CC=C1)=O 2-(((benzyloxy)carbonyl)amino)but-3-enoic acid methyl ester